NC(C(=O)NC1CCC=2C=3C1=C1C(=NC3C=C(C2C)F)C2=CC3=C(C(N2C1)=O)COC(C3(O)CC)=O)(C)C 2-amino-N-(9-ethyl-5-fluoro-9-hydroxy-4-methyl-10,13-dioxo-2,3,9,10,13,15-hexahydro-1H,12H-benzo[de]pyrano[3',4':6,7]indolizino[1,2-b]quinolin-1-yl)-2-methylpropanamide